tert-butyl 4-(4-((5-cyclopropyl-1H-pyrazol-3-yl) amino)-6-(5-(1-hydroxycyclohexyl) thiophen-2-yl) quinazoline-2-carbonyl)-2-methylpiperazine-1-carboxylate C1(CC1)C1=CC(=NN1)NC1=NC(=NC2=CC=C(C=C12)C=1SC(=CC1)C1(CCCCC1)O)C(=O)N1CC(N(CC1)C(=O)OC(C)(C)C)C